(S)-N-(4-(4-amino-7-methyl-5-(4-(pyrrolidine-1-carbonyl)cyclohex-1-en-1-yl)-7H-pyrrolo[2,3-d]pyrimidin-6-yl)-3-fluorophenyl)methacrylamide NC=1C2=C(N=CN1)N(C(=C2C2=CC[C@H](CC2)C(=O)N2CCCC2)C2=C(C=C(C=C2)NC(C(=C)C)=O)F)C